1-[2-(4,4-dimethylpiperidine-1-yl)phenyl]ethanone CC1(CCN(CC1)C1=C(C=CC=C1)C(C)=O)C